2-(6-(4-(4-((2-(2,6-dioxopiperidin-3-yl)-6-fluoro-1,3-dioxoisoindolin-5-yl)methyl)piperazin-1-yl)phenyl)-1-oxoisoindolin-2-yl)-2-(5-fluoro-2-hydroxyphenyl)-N-(thiazol-2-yl)acetamide O=C1NC(CCC1N1C(C2=CC(=C(C=C2C1=O)CN1CCN(CC1)C1=CC=C(C=C1)C1=CC=C2CN(C(C2=C1)=O)C(C(=O)NC=1SC=CN1)C1=C(C=CC(=C1)F)O)F)=O)=O